methyl 5-bromo-1H-benzo[d][1,2,3]triazole-6-carboxylate BrC1=CC2=C(NN=N2)C=C1C(=O)OC